(S)-3-methyl-5-(pyrrolidin-3-ylamino)-8-(5-(trifluoromethoxy)pyridin-2-yl)pyrido[4,3-d]pyrimidin-4(3H)-one hydrochloride Cl.CN1C=NC2=C(C1=O)C(=NC=C2C2=NC=C(C=C2)OC(F)(F)F)N[C@@H]2CNCC2